2-aminoethyl-3-chloro-5-trifluoromethyl-pyridine methyl-(1s,4s)-4-((methylsulfonyl)oxy)cyclohexane-1-carboxylate COC(=O)C1CCC(CC1)OS(=O)(=O)C.NCCC1=NC=C(C=C1Cl)C(F)(F)F